N-(2-tert-Butyl-1H-benzimidazol-5-yl)-2-(5-chloro-2-methoxy-phenyl)acetamide C(C)(C)(C)C1=NC2=C(N1)C=CC(=C2)NC(CC2=C(C=CC(=C2)Cl)OC)=O